tetranonyl orthocarbonate C(OCCCCCCCCC)(OCCCCCCCCC)(OCCCCCCCCC)OCCCCCCCCC